OC1=CC(=C(C(=C1)C)S(=O)(=O)NCCC1=C(C=CC=C1)O)C 4-hydroxy-N-[2-(2-hydroxyphenyl)ethyl]-2,6-dimethyl-benzenesulfonamide